5-hydroxy-7-(methoxymethyl)pyrazolo[1,5-a]Pyrimidine-3-carboxylic acid ethyl ester C(C)OC(=O)C=1C=NN2C1N=C(C=C2COC)O